C(C)SC1=NC(=CC(=C1C(=O)NCC1=CC=C(C=C1)[N+](=O)[O-])C)N1CCOCC1 2-Ethylsulfanyl-4-methyl-6-morpholin-4-yl-N-[(4-nitrophenyl)-methyl]-pyridine-3-carboxylic acid amide